behenyl-trimethoxysilane tert-butyl-(2R,5S)-5-(4-fluorophenyl)-2-methyl-4-oxamoyl-piperazine-1-carboxylate C(C)(C)(C)OC(=O)N1[C@@H](CN([C@H](C1)C1=CC=C(C=C1)F)C(C(=O)N)=O)C.C(CCCCCCCCCCCCCCCCCCCCC)[Si](OC)(OC)OC